5-(3-(2,5-dimethoxybenzyl)ureido)-3-(pyridin-3-ylmethoxy)isothiazole-4-carboxamide COC1=C(CNC(NC2=C(C(=NS2)OCC=2C=NC=CC2)C(=O)N)=O)C=C(C=C1)OC